8-(1-(3-hydroxypropyl)-1H-pyrazol-4-yl)-1-(4-methoxybenzyl)-4-(5-methyloxazol-2-yl)-1,3-dihydro-2H-benzo[b]azepin-2-one OCCCN1N=CC(=C1)C=1C=CC2=C(N(C(CC(=C2)C=2OC(=CN2)C)=O)CC2=CC=C(C=C2)OC)C1